7-(4-fluorophenyl)phthalazin-1-ol FC1=CC=C(C=C1)C1=CC=C2C=NN=C(C2=C1)O